C(C)(C)(C)N1[C@@H](CN([C@H](C1)C)C1CCNCC1)C tert-butyl-(2R,5S)-2,5-dimethyl-4-(piperidin-4-yl)piperazine